O1CCN(CC1)C=1C=CC(=NC1)C(=O)NC=1SC=C(N1)C1CCOCC1 5-morpholino-N-(4-(tetrahydro-2H-pyran-4-yl)thiazol-2-yl)picolinamide